C1(CCCC2=CC=CC=C12)N1N=CC(=C1)C1=C2C(=NC=C1)NC=C2 4-[1-(1,2,3,4-tetrahydronaphthalen-1-yl)-1H-pyrazol-4-yl]-1H-pyrrolo[2,3-b]pyridine